Propenyl Ether C(=CC)OC=CC